CC1=C(C(=O)OC1)CO The molecule is a butenolide that is furan-2(5H)-one substituted by a hydroxymethyl group at position 3 and a methyl group at position 4. Isolated from an edible mushroom Mycoleptodonoides aitchisonii, it exhibits protective activity against endoplasmic reticulum (ER) stress dependent cell death. It has a role as a metabolite and a neuroprotective agent. It is a butenolide and a primary alcohol.